heptadecylheptamethyltrisiloxane C(CCCCCCCCCCCCCCCC)[Si](O[Si](O[Si](C)(C)C)(C)C)(C)C